COC1=CC(=CC=2C(NS(C21)(=O)=O)=O)C 7-methoxy-5-methyl-1,1-dioxo-1,2-benzothiazol-3-one